C[C@@H]1N2C=3C(=C(SC3C(NC1)=O)C1=CC=NC=C1)OCC2 (S)-6-methyl-2-(pyridin-4-yl)-4,5,7,8-tetrahydro-3-oxa-1-thia-5a,8-diazabenzo[cd]azulen-9(6H)-one